O1C(CCCC1)C(C)O 1-(tetrahydro-2H-pyran-2-yl)ethan-1-ol